[Cl-].C(CCCCC)[N+]1=CC=CC=C1 N-hexyl-pyridinium chloride